C(=O)[O-].C[NH+](C)C trimethyl-ammonium formate salt